3-fluoro-5-morpholinoaniline FC=1C=C(N)C=C(C1)N1CCOCC1